ClC1=C(C=NN1C)S(=O)(=O)N1CCC(CC1)C1=C(N=C2N1CCCC2)C(F)(F)F 3-(1-((5-chloro-1-methyl-1H-pyrazol-4-yl)sulfonyl)piperidin-4-yl)-2-(trifluoromethyl)-5,6,7,8-tetrahydroimidazo[1,2-a]pyridine